4-((4-((5-carboxypentyl)oxy)phenyl)(pyridin-2-yl)methyl)benzene C(=O)(O)CCCCCOC1=CC=C(C=C1)C(C1=CC=CC=C1)C1=NC=CC=C1